C(C=C)N1N(C2=NC(=NC=C2C1=O)[S@](=O)C)C1=CC=CC(=N1)O[C@H]1C[C@H](N(CC1)C(=O)OC(C)(C)C)C |o1:13| rel-tert-butyl (2R,4R)-4-((6-(2-allyl-6-(methylsulfinyl)-3-oxo-2,3-dihydro-1H-pyrazolo[3,4-d]pyrimidin-1-yl)pyridin-2-yl)oxy)-2-methylpiperidine-1-carboxylate